(3-chloro-1H-pyrrolo[2,3-b]pyridin-5-yl)methanamine ClC1=CNC2=NC=C(C=C21)CN